FC1=CC=C(N)C=C1 4-Fluoroanilin